ClC1=NC(=CC(=N1)C(=O)OC)NCCS(=O)(=O)C Methyl 2-chloro-6-((2-(methylsulfonyl)ethyl)amino)pyrimidine-4-carboxylate